BrC1=C(C=C(C(=O)N2CC=3N=C(N(C(C3C[C@H]2C)=O)C=2C=C3C(=NC2)N(C=N3)C)Cl)C=C1)C(F)(F)F (R)-7-(4-bromo-3-(trifluoromethyl)benzoyl)-2-chloro-6-methyl-3-(3-methyl-3H-imidazo[4,5-b]pyridin-6-yl)-5,6,7,8-tetrahydropyrido[3,4-d]pyrimidin-4(3H)-one